(R)-8-bromo-7-chloro-3-isobutyl-2-methyl-5-phenyl-2,3,4,5-tetrahydrobenzo[f][1,2,5]thiadiazepine 1,1-dioxide BrC1=CC2=C(N(C[C@H](N(S2(=O)=O)C)CC(C)C)C2=CC=CC=C2)C=C1Cl